C(CCCCCCCCCCCCC)(=O)OC(CCSCCC(=O)OC(CCCCCCCCCCCCC)=O)=O.S(CCC(=O)OCCCCCCCCCCCC)CCC(=O)OCCCCCCCCCCCC dilauryl thiodipropionate dimyristoyl-thiodipropionate